C1=CC(=C(C(=C1)I)F)F 2,3-difluoroiodobenzene